N[C@H](C(=O)OCCC)CC(C)C (2S)-2-amino-4-methyl-1-[(2R)-2-methylethoxy]-1-pentanone